C1(CC1)C=1N=CN(C1)C=1C(=CC(=C(C(=O)NC2=NC(=CC=C2)N2N=NC3=C2CCCCCC3)C1)F)C 5-(4-Cyclopropyl-1H-Imidazole-1-yl)-2-fluoro-N-(6-(4,5,6,7,8,9-hexahydro-1H-Cycloocta[d][1,2,3]triazol-1-yl)pyridin-2-yl)-4-methylbenzamide